C(C1=CC=CC=C1)C1(CN(CCC1)C(=O)OC(C)(C)C)C(=O)O 3-benzyl-1-(tert-Butoxycarbonyl)piperidine-3-carboxylic acid